C(CC)C1=CC=C(C=C1)CO 4-propylbenzenemethanol